O=C1NC(CCC1C=1C=CC(=NC1)N1CCC(CC1)(C(=O)O)C)=O 1-(5-(2,6-dioxopiperidin-3-yl)pyridin-2-yl)-4-methylpiperidine-4-carboxylic acid